tert-butyl (R)-2,2-dimethyl-4-(4-oxocyclohexyl)oxazolidine-3-carboxylate CC1(OC[C@H](N1C(=O)OC(C)(C)C)C1CCC(CC1)=O)C